ethyl 5-hydroxy-4-(hydroxymethyl)-2-methylpentanoate OCC(CC(C(=O)OCC)C)CO